BrC1=C(C(=CC=2OCC(NC21)=O)[N+](=O)[O-])C(C2=C(C=CC(=C2)F)Cl)=O 5-bromo-6-(2-chloro-5-fluorobenzoyl)-7-nitro-2H-benzo[b][1,4]oxazin-3(4H)-one